NNC(=O)CCCCCCCCC aminocapramide